OC1(CCC(CC1)NS(=O)(=O)C1=CC(=CC=C1)C)C(F)(F)F N-((1r,4r)-4-hydroxy-4-(trifluoromethyl)cyclohexyl)-3-methylbenzenesulfonamide